2,6-Dichloro-5-Fluoronicotinamide ClC1=C(C(=O)N)C=C(C(=N1)Cl)F